BrC=1C=CC(=NC1)N1CC2N(C(C1)C2)C(C)=O 1-(3-(5-bromopyridin-2-yl)-3,6-diazabicyclo[3.1.1]heptan-6-yl)ethan-1-one